N1C=NC=C1C1=CC=2C(N(C=C(C2O1)C=1C=C(C=CC1OC1=C(C=C(C=C1)F)F)NS(=O)(=O)CC)C)=O N-(3-(2-(1H-imidazol-5-yl)-5-methyl-4-oxo-4,5-dihydrofuro[3,2-c]pyridin-7-yl)-4-(2,4-difluorophenoxy)phenyl)ethanesulfonamide